FC1=CC=C(C=C1)CCC1(OCCO1)CC(=O)NC(=N)OC 2-[2-[2-(4-fluorophenyl)ethyl]-1,3-dioxolan-2-yl]-N-(methoxycarbonimidoyl)acetamide